NC(CNC1=NC(=C2C(=N1)N(N=C2)C)NC)C2=CC(=CC=C2)Br 6-N-[2-amino-2-(3-bromophenyl)ethyl]-4-N,1-dimethylpyrazolo[3,4-d]pyrimidine-4,6-diamine